(aminomethyl)-4-chlorobenzenesulfonic acid NCC1=C(C=CC(=C1)Cl)S(=O)(=O)O